methyl 3-(4-cyano-2-fluorophenyl)-7-fluoro-2-methyl-4-oxo-2,3-dihydro-1H-quinoline-5-carboxylate C(#N)C1=CC(=C(C=C1)C1C(NC=2C=C(C=C(C2C1=O)C(=O)OC)F)C)F